[C@@H]12CNC[C@H]2C1NC(OCC1=CC=CC=C1)=O Benzyl ((1R,5S,6s)-3-azabicyclo[3.1.0]hex-6-yl)carbamate